C(C)OCCN1N=C(C(=C1)NC(=O)C=1OC(=CC1)C=1C=NN(C1)CC)C1=NC=CC=C1 N-(1-(2-ethoxyethyl)-3-(pyridin-2-yl)-1H-pyrazol-4-yl)-5-(1-ethyl-1H-pyrazol-4-yl)furan-2-carboxamide